Pentyl 10-((2-hydroxyethyl)(5-oxo-5-(pentadecan-8-yloxy)pentyl)amino)decanoate OCCN(CCCCCCCCCC(=O)OCCCCC)CCCCC(OC(CCCCCCC)CCCCCCC)=O